ClC1=NC=C(C=C1C(F)(F)F)Cl 2,5-dichloro(trifluoromethyl)pyridine